CC1N(CCOC1)C1=CC(NC(=C1)N1C(CN(CC1)S(=O)(=O)C1COCC1)C(F)(F)F)=O 4-(3-methylmorpholin-4-yl)-6-[4-tetrahydrofuran-3-ylsulfonyl-2-(trifluoromethyl)piperazin-1-yl]-1H-pyridin-2-one